FC1=C(C=CC=C1)C(C(=O)C1=CC=CC=C1)CC(=O)C1=CC=CC=C1 2-(2-fluorophenyl)-1,4-diphenyl-butane-1,4-dione